F[C@H](CNC(=O)C=1C=NC2=CC=C(C=C2C1NC(C)C)C=1C=NC=CC1)C(C)(C)O (R)-N-(2-fluoro-3-hydroxy-3-methylbutyl)-4-(isopropylamino)-6-(pyridin-3-yl)quinoline-3-carboxamide